C(C)(=O)OC(CC=C)CCCCCCCCCC tetradec-1-en-4-yl acetate